OC1[C@H](O)[C@H](O)[C@H](O1)CO D-Ribofuranose